C1(CCCC1)OC(C=CCC)=O Pent-2-enoic acid cyclopentyl ester